methyl (Z)-2-azido-3-(2-(trifluoromethoxy)phenyl)acrylate N(=[N+]=[N-])\C(\C(=O)OC)=C/C1=C(C=CC=C1)OC(F)(F)F